tert-butyl (1S,4S)-5-(bis(4H-benzo[d][1,3]dioxin-6-yl)methyl)-2,5-diazabicyclo[2.2.1]heptane-2-carboxylate O1COCC2=C1C=CC(=C2)C(N2[C@@H]1CN([C@H](C2)C1)C(=O)OC(C)(C)C)C1=CC2=C(OCOC2)C=C1